C(C)(C)(C)OC(=O)N1C[C@@H](N(CC1)C1=NC(=NC2=C(C(=C(C=C12)Cl)Br)F)OC[C@H]1N(CCC1)C)C (S)-4-(7-bromo-6-chloro-8-fluoro-2-(((S)-1-methylpyrrolidin-2-yl)methoxy)quinazolin-4-yl)-3-methylpiperazine-1-carboxylic acid tert-butyl ester